(2R,3S,4S)-4-hydroxy-2-[(4-methoxyphenyl)methyl]pyrrolidin-3-yl N-[2-(1,3-thiazol-2-ylamino)ethyl]carbamate S1C(=NC=C1)NCCNC(O[C@H]1[C@H](NC[C@@H]1O)CC1=CC=C(C=C1)OC)=O